(1S,3S,4S)-N-[(1S)-1-cyano-2-[(3S)-2-oxo-3-piperidyl]ethyl]-2-(4,7-difluoro-1H-indole-2-carbonyl)-5,5-difluoro-2-azabicyclo[2.2.2]octane-3-carboxamide C(#N)[C@H](C[C@H]1C(NCCC1)=O)NC(=O)[C@H]1N([C@@H]2CC([C@H]1CC2)(F)F)C(=O)C=2NC1=C(C=CC(=C1C2)F)F